CN1N=C2C=CC(=CC2=C1C(=O)NC1=NN(C=C1)C)OCC1=C(N=CS1)C 2-methyl-5-[(4-methyl-1,3-thiazol-5-yl)methoxy]-N-(1-methyl-1H-pyrazol-3-yl)-2H-indazole-3-carboxamide